NC1=NC=NC2=C1N=C(N=C2)C=2C=C(C=CC2OC)C#C[C@]2(C(N(CC2)C)=O)O (R)-3-((3-(8-aminopyrimido[5,4-d]pyrimidin-2-yl)-4-methoxyphenyl)ethynyl)-3-hydroxy-1-methylpyrrolidin-2-one